CN1C=C(C=CC1=O)CN1C=CC=C1 1-((1-methyl-6-oxo-1,6-dihydropyridin-3-yl)methyl)-1H-pyrrole